tert-butyl 3-{2-[2-(2,6-dioxopiperidin-3-yl)-1-oxo-3H-isoindol-4-yl]ethynyl}azetidine-1-carboxylate O=C1NC(CCC1N1C(C2=CC=CC(=C2C1)C#CC1CN(C1)C(=O)OC(C)(C)C)=O)=O